C(C)NC(=O)C=1OC=NN1 N-ethyl-1,3,4-oxadiazole-2-carboxamide